2-((4-bromo-2-cyclopropyl-5-methylphenyl)amino)-6-methyl-5,6-dihydro-7H-pyrrolo[3,4-b]pyridin-7-one BrC1=CC(=C(C=C1C)NC1=CC=C2C(=N1)C(N(C2)C)=O)C2CC2